Methyl 4-(4-(2',5'-dimethoxy-[1,1'-biphenyl]-4-yl)-1H-1,2,3-triazol-1-yl)picolinate COC1=C(C=C(C=C1)OC)C1=CC=C(C=C1)C=1N=NN(C1)C1=CC(=NC=C1)C(=O)OC